2,4-diethyl-3-isocyanatothiophene C(C)C=1SC=C(C1N=C=O)CC